2-Bromo-1,3-dimethoxy-5-(3-methylbut-1-en-1-yl)benzene BrC1=C(C=C(C=C1OC)C=CC(C)C)OC